1,11-BIS(TRIMETHOXYSILYL)-4-OXA-8-AZAUNDECAN-6-OL CO[Si](CCCOCC(CNCCC[Si](OC)(OC)OC)O)(OC)OC